C(CCCCCCC\C=C/C\C=C/CCCCC)(=O)O.FO fluoroalcohol linoleate